(E)-1-(2,4,5-trifluorobenzyl)-1,3,5-triazin-2,4-dione FC1=C(CN2C(NC(N=C2)=O)=O)C=C(C(=C1)F)F